3-bromo-4-methoxybenzoic acid ethyl ester C(C)OC(C1=CC(=C(C=C1)OC)Br)=O